2-(2-bromo-4-iodo-5-pyrazol-1-yl-phenoxy)propan-1-ol BrC1=C(OC(CO)C)C=C(C(=C1)I)N1N=CC=C1